C(CCCCCCCCCCCCCCCCC)OCC1=CC(=CC=C1)C(=C)C1=CC=CC=C1 1-((octadecyloxy)methyl)-3-(1-phenylvinyl)benzene